O/C(=C(/C(=O)OCC)\C(N(C1=CC=CC=C1)C)=O)/C ethyl (E)-3-hydroxy-2-[methyl(phenyl)carbamoyl]but-2-enoate